[Si](C)(C)(C(C)(C)C)OC(CN1C(=NC=C1)COCC)(C)C 1-{2-[(tert-butyldimethylsilyl)oxy]-2-methylpropyl}-2-(ethoxymethyl)1H-imidazole